3-(2-chloro-3'-(((tetrahydrofuran-3-yl)oxy)methyl)-[1,1'-biphenyl]-3-yl)piperidine-2,6-dione ClC1=C(C=CC=C1C1C(NC(CC1)=O)=O)C1=CC(=CC=C1)COC1COCC1